6-tert-butyl-10-methoxy-9-[2-(methylcarbamoyl)thiazol-5-yl]-2-oxo-6,7-dihydro-2H-pyrido[2,1-a]isoquinoline-3-carboxylic acid ethyl ester C(C)OC(=O)C=1C(C=C2N(C(CC3=CC(=C(C=C23)OC)C2=CN=C(S2)C(NC)=O)C(C)(C)C)C1)=O